C(C)C1(CCS(CC1)(=O)=O)C(=O)OC Methyl 4-ethyltetrahydro-2H-thiopyran-4-carboxylate 1,1-dioxide